CC(CCOC=CCCCCCCC)CCC=C(C)C ((3,7-dimethyloct-6-en-1-yl)oxy)non-1-ene